Tris(2,2,3,4,4,4-hexafluorobutyl)phosphate FC(COP(=O)(OCC(C(C(F)(F)F)F)(F)F)OCC(C(C(F)(F)F)F)(F)F)(C(C(F)(F)F)F)F